Ethyl (R)-4-(1-(3-amino-6-chloropyridazin-4-yl)piperidin-3-yl)benzoate NC=1N=NC(=CC1N1C[C@H](CCC1)C1=CC=C(C(=O)OCC)C=C1)Cl